Cl.ClC1=CC(=CC(=N1)C1=CC(=NC(=C1)F)C(=O)NC)C1CNCC(O1)C(F)(F)F 6-Chloro-6'-fluoro-N-methyl-4-(6-(trifluoromethyl)morpholin-2-yl)-[2,4'-bipyridine]-2'-carboxamide hydrochloride